FC(OC1=CC(=C(C=C1NC1=NC=CC(=N1)C1=CN(C2=CC=CC=C12)C)N)N1CCN(CC1)C)F 6-(difluoromethoxy)-N1-(4-(1-methyl-1H-indol-3-yl)pyrimidin-2-yl)-4-(4-methylpiperazin-1-yl)benzene-1,3-diamine